BrC=1SC(=CN1)C1=NN=C2N1C=CC=C2 2-bromo-5-([1,2,4]triazolo[4,3-a]pyridin-3-yl)thiazole